C(#N)C=1C(=C(C(=NC1)C(=O)NC=1C=C2C(=NNC2=CC1)C=1C=NN(C1)C(C)C)C)C 5-cyano-N-(3-(1-isopropyl-1H-pyrazol-4-yl)-1H-indazol-5-yl)-3,4-dimethylpicolinamide